FC=1C=C2C(=NC(=NC2=C(C1C1=CC(=CC2=CC=C(C(=C12)C#C)F)O)F)OC[C@]12CCCN2C[C@@H](C1)F)N1CCOCCC1 4-(6,8-difluoro-2-(((2R,7aS)-2-fluorotetra-hydro-1H-pyrrolizin-7a(5H)-yl)methoxy)-4-(1,4-oxazepan-4-yl)quinazolin-7-yl)-5-ethynyl-6-fluoronaphthalen-2-ol